((4-methoxy-3,5-dimethylpyridin-2-yl)methyl)-(m-tolyl)carbamic acid tert-butyl ester C(C)(C)(C)OC(N(C=1C=C(C=CC1)C)CC1=NC=C(C(=C1C)OC)C)=O